1,1-bis(3-chloro-4-hydroxy-5-methylphenyl)cyclohexane ClC=1C=C(C=C(C1O)C)C1(CCCCC1)C1=CC(=C(C(=C1)C)O)Cl